1-Ethyl-4-fluoro-N'-((2-methyl-3-(trifluoromethyl)-6,7-dihydro-5H-cyclopenta[b]pyridin-4-yl)carbamoyl)-1H-pyrazole-3-sulfonimidamide C(C)N1N=C(C(=C1)F)S(=O)(N)=NC(NC1=C2C(=NC(=C1C(F)(F)F)C)CCC2)=O